5-(1'-Cyclobutyl-[1,4'-bipiperidin]-4-yl)-6-fluoro-1-methyl-2-(4-(methylsulfonyl)phenyl)-1H-benzo[d]imidazol C1(CCC1)N1CCC(CC1)N1CCC(CC1)C1=CC2=C(N(C(=N2)C2=CC=C(C=C2)S(=O)(=O)C)C)C=C1F